(S)-4-((3,3-difluorocyclobutyl)(4-(5,6,7,8-tetrahydro-1,8-naphthyridin-2-yl)butyl)amino)-2-((2-(pyridin-3-yl)quinazolin-4-yl)amino)butanoic acid FC1(CC(C1)N(CC[C@@H](C(=O)O)NC1=NC(=NC2=CC=CC=C12)C=1C=NC=CC1)CCCCC1=NC=2NCCCC2C=C1)F